NC=1C=C(C=NC1C)B(O)O (5-amino-6-methyl-3-pyridyl)boronic acid